tert-butyl 5-(thiophen-2-yl)-6-oxa-3-azabicyclo[3.2.1]octane-3-carboxylate S1C(=CC=C1)C12CN(CC(CO1)C2)C(=O)OC(C)(C)C